β-D-Arabinose O[C@H]1[C@@H](O)[C@H](O)[C@H](O)CO1